COC(=O)C1=NC(=CC(=N1)Cl)Cl 4,6-dichloro-2-pyrimidinecarboxylic acid methyl ester